(2S)-2-(9H-fluoren-9-ylmethoxycarbonyl(methyl)amino)-3-(3-iodophenyl)propanoic acid C1=CC=CC=2C3=CC=CC=C3C(C12)COC(=O)N([C@H](C(=O)O)CC1=CC(=CC=C1)I)C